Tris(4-tert-butylphenyl)sulfonium 4-nitrophenyl-sulfate [N+](=O)([O-])C1=CC=C(C=C1)OS(=O)(=O)[O-].C(C)(C)(C)C1=CC=C(C=C1)[S+](C1=CC=C(C=C1)C(C)(C)C)C1=CC=C(C=C1)C(C)(C)C